tert-butyl 3-(((4-bromopyridin-3-yl)oxy)methyl)pyrrolidine-1-carboxylate BrC1=C(C=NC=C1)OCC1CN(CC1)C(=O)OC(C)(C)C